FC(S(=O)(=O)[O-])(F)F.FC(S(=O)(=O)[O-])(F)F.C(CCC)N1C=[N+](C=C1)C.C(CCC)N1C=[N+](C=C1)C 1-Butyl-3-methylimidazolium bistrifluoromethanesulfonate